N(=C=O)C1(CC(=C(C=C1)C)N=C=O)C 1,3-diisocyanato-p-xylene